(3aR,5s,6aS)-N-(6-(2-methyl-2H-indazol-5-yl)pyridazin-3-yl)-2-(tetrahydro-2H-pyran-4-yl)octahydrocyclopenta[c]pyrrol-5-amine CN1N=C2C=CC(=CC2=C1)C1=CC=C(N=N1)NC1C[C@@H]2[C@@H](CN(C2)C2CCOCC2)C1